FC1=CC=C(C=C1)S(=O)(=O)N1CCC(CC1)C1=NN=C(S1)N 5-[1-(4-fluorobenzenesulfonyl)piperidin-4-yl]-1,3,4-thiadiazol-2-amine